N-methyl-1-phenylbutane-1-amine CNC(CCC)C1=CC=CC=C1